((S)-2-hydroxypropionyl)-L-lysine O[C@H](C(=O)N[C@@H](CCCCN)C(=O)O)C